FC(C(=O)O)(F)F.N(C(=N)N)CC1=CC=C(C=C1)NC(=O)C=1OC(=CC1)CCCNC(=N)N N-[4-(carbamimidamidomethyl)phenyl]-5-(3-carbamimidamidopropyl)furan-2-carboxamide trifluoroacetate